(E)-N2-{[4-(methylsulfanyl)phenyl]methylidene}-L-arginine CSC1=CC=C(C=C1)C=N[C@@H](CCCN\C(\N)=N\[H])C(=O)O